NC1=NN2C(C=C(C=C2)C2=C(C=NN2C)CO[C@@H]2CN(C[C@H]2C)C(=O)OC(C)(C)C)=C1 |r| Trans-Rac-tert-butyl 3-((5-(2-aminopyrazolo[1,5-a]pyridin-5-yl)-1-methyl-1H-pyrazol-4-yl)methoxy)-4-methylpyrrolidine-1-carboxylate